ClC1=CC=C2C(=CNC2=C1)S(=O)(=O)NC=1N=NC(=C(N1)OC)CC(F)F 6-chloro-N-[6-(2,2-difluoroethyl)-5-methoxy-1,2,4-triazin-3-yl]-1H-indole-3-sulfonamide